C1(=CC=CC=C1)N1C(C2=CC=CC=C2C1)=O 2-phenylisoindolin-1-one